CS(=O)(=O)N1CC(CC(C1)C1=CC=CC=C1)S(=O)(=O)C1=CC=C(C=C1)CN (4-((1-(Methyl-sulfonyl)-5-phenylpiperidin-3-yl)sulfonyl)phenyl)methanamine